tertbutoxybis(dimethylamino)methane C(C)(C)(C)OC(N(C)C)N(C)C